N[S@@](=NC(CC1=C(C=C(C=C1C(C)C)C(F)F)C(C)C)=O)(=O)C=1C=NC(=CC1)CN(C)C (S)-N-(amino(6-((dimethylamino)methyl)pyridin-3-yl)(oxo)-λ6-sulfaneylidene)-2-(4-(difluoromethyl)-2,6-diisopropylphenyl)acetamide